[N+](=O)([O-])C=1C(=C2C(=NC1)N(C=C2)S(=O)(=O)C2=CC=C(C)C=C2)NN2CCC1(CC1C#N)CC2 6-((5-nitro-1-p-toluenesulfonyl-1H-pyrrolo[2,3-b]pyridin-4-yl)amino)-6-azaspiro[2.5]octane-1-carbonitrile